CC1NCCC2=C(C1)OC1=C2C=C(C=C1)O 4-methyl-2,3,4,5-tetrahydro-1H-benzofuro[2,3-d]azepin-9-ol